C1(=CC=CC=C1)N(C1=CC=C(C=C1)C1=CC=C(C=C1)C(=O)C=1CN(C2=CC=CC=C2C1O)C)C1=CC=CC=C1 3-[4'-(diphenylamino)-[1,1'-biphenyl]-4-carbonyl]-4-hydroxy-1-methylquinoline